FC=1C=C(C=C(C1)F)[C@H]1N(CC[C@H](C1)NC)C(=O)N1CC2(CCCC2)[C@@H](CC1)CN1C=NC(=CC1=O)C1=C(C=CC=C1)OC 3-(((R)-7-((2S,4R)-2-(3,5-Difluorophenyl)-4-(methylamino)piperidine-1-carbonyl)-7-azaspiro[4.5]decan-10-yl)methyl)-6-(2-methoxyphenyl)pyrimidin-4(3H)-one